2-(Trans-4-((tert-butoxycarbonyl)amino)-1-hydroxycyclohexyl)ethyl-4-methylbenzenesulfonic acid C(C)(C)(C)OC(=O)NC1CCC(CC1)(O)CCC1=C(C=CC(=C1)C)S(=O)(=O)O